ClC=1C(=C2C=NNC2=C(C1F)C(C)N1C=NC(=C1)C)C=1N=CC=2N(C1)C=C(N2)NC(=O)C2C(C2)F N-(6-(5-chloro-6-fluoro-7-(1-(4-methyl-1H-imidazol-1-yl)ethyl)-1H-indazol-4-yl)imidazo[1,2-a]pyrazin-2-yl)-2-fluorocyclopropane-1-carboxamide